N1-(3-fluoro-2-((1S,3R)-3-methyl-2-(2,2,2-trifluoroethyl)-2,3,4,9-tetrahydro-1H-pyrido[3,4-b]indol-1-yl)pyridin-4-yl)-N2-(3-fluoropropyl)ethane-1,2-diamine FC=1C(=NC=CC1NCCNCCCF)[C@H]1N([C@@H](CC2=C1NC1=CC=CC=C21)C)CC(F)(F)F